N-(2-(N,N-bis(2,4-dimethoxybenzyl)sulfamoyl)pyridin-4-yl)-2-(4,4-difluoro-3-methylpiperidin-1-yl)-6-fluoroquinoline-3-carboxamide COC1=C(CN(S(=O)(=O)C2=NC=CC(=C2)NC(=O)C=2C(=NC3=CC=C(C=C3C2)F)N2CC(C(CC2)(F)F)C)CC2=C(C=C(C=C2)OC)OC)C=CC(=C1)OC